N-{[4-(1-propyl-1H-pyrazole-4-sulfonyl)phenyl]methyl}furo[2,3-c]pyridine-2-carboxamide C(CC)N1N=CC(=C1)S(=O)(=O)C1=CC=C(C=C1)CNC(=O)C1=CC=2C(=CN=CC2)O1